FC1=C(C=C(C=C1)C1=C(C=CC=C1C)C)[C@H](CC(=O)O)NC(=O)NC=1C(N(C=CC1O)C)=O (S)-3-(4-fluoro-2',6'-dimethylbiphenyl-3-yl)-3-(3-(4-hydroxy-1-methyl-2-oxo-1,2-dihydropyridin-3-yl)ureido)propionic acid